3-amino-1-((trans)-2-cyanocyclohexyl)-1H-pyrazole-4-carboxamide NC1=NN(C=C1C(=O)N)[C@H]1[C@@H](CCCC1)C#N